C(#N)C1=C(C=C(C=C1)N(C(=O)C1=CC=2N(C=C1)N=CC2)C)OC N-(4-cyano-3-methoxy-phenyl)-N-methyl-pyrazolo[1,5-a]pyridine-5-carboxamide